C1(CC1)N1CCC(CC1)(O)C1=C(C=C(C(=C1)F)C1=CC2=C(C(=N1)C)C=C(N2C)C2=CC=C(C=C2)S(=O)(=O)C)F cyclopropyl-4-(4-(1,4-dimethyl-2-(4-(methylsulfonyl)phenyl)-1H-pyrrolo[3,2-c]pyridin-6-yl)-2,5-difluorophenyl)piperidin-4-ol